CC1=C(C(=NO1)C1=CC=CC=C1)CN1CCC(CC1)N1CC(C1)(N1N=CC(=C1)C=1C2=C(N=CN1)NC=C2)CC#N {1-{1-[(5-methyl-3-phenylisoxazol-4-yl)methyl]piperidin-4-yl}-3-[4-(7H-pyrrolo[2,3-d]pyrimidin-4-yl)-1H-pyrazol-1-yl]azetidin-3-yl}acetonitrile